N,N''-dineohexyl-N,N',N''-trimethyl(diethylenetriamine) C(CC(C)(C)C)N(CCN(CCN(C)CCC(C)(C)C)C)C